methyl 3-(4-(3-(3-(4,6-bis(2,4-dimethylphenyl)-1,3,5-triazin-2-yl)-5-(tert-butyl)-4-hydroxyphenyl)-N-methylpropionamido) phenyl)-2-cyanoacrylate CC1=C(C=CC(=C1)C)C1=NC(=NC(=N1)C1=C(C=C(C=C1)C)C)C=1C=C(C=C(C1O)C(C)(C)C)CCC(=O)N(C)C1=CC=C(C=C1)C=C(C(=O)OC)C#N